2-(4,5-dichloro-6-oxopyridazin-1(6H)-yl)-N-(2-(1-phenyl-1H-pyrazol-4-yl)ethyl)acetamide ClC=1C=NN(C(C1Cl)=O)CC(=O)NCCC=1C=NN(C1)C1=CC=CC=C1